2-((4aR,6S,7R,8R,8aR)-8-(4-(3-fluorophenyl)-1H-1,2,3-triazol-1-yl)-7-hydroxy-2-phenylhexahydropyrano[3,2-d][1,3]dioxin-6-yl)acetic acid FC=1C=C(C=CC1)C=1N=NN(C1)[C@@H]1[C@H]([C@@H](O[C@H]2[C@@H]1OC(OC2)C2=CC=CC=C2)CC(=O)O)O